C1(CC1)C=1C=NC(=NC1)N[C@H](C(=O)O)CCN(CCCCC1=NC=2NCCCC2C=C1)CCS(=O)(=O)C (S)-2-((5-cyclopropylpyrimidin-2-yl)amino)-4-((2-(methylsulfonyl)ethyl)(4-(5,6,7,8-tetrahydro-1,8-naphthyridin-2-yl)butyl)amino)butanoic acid